4-cyano-4'-methyl-p-terphenyl C(#N)C1=CC=C(C=C1)C1=CCC(C=C1)(C1=CC=CC=C1)C